COC1=CC=C(CN(C=2N=C(C=C3C=C(N=CC23)NC(=O)[C@H]2[C@H](C2)F)N2[C@H](CCC2)CCO)CC2=CC=C(C=C2)OC)C=C1 |&1:26| (±)-cis-N-(8-(bis(4-methoxybenzyl)amino)-6-(2-(2-hydroxyethyl)pyrrolidine-1-yl)-2,7-naphthyridin-3-yl)-2-fluorocyclopropanecarboxamide